3-((2-((7-bromo-6-chloro-4-oxo-3,4-dihydroquinazolin-5-yl)oxy)ethyl)amino)propanamide BrC1=C(C(=C2C(NC=NC2=C1)=O)OCCNCCC(=O)N)Cl